imidazole-5-carboxamide N1C=NC=C1C(=O)N